benzyl 4-(2-(1-((tert-butoxycarbonyl)amino)piperidin-4-yl)ethyl)-4-hydroxypiperidine-1-carboxylate C(C)(C)(C)OC(=O)NN1CCC(CC1)CCC1(CCN(CC1)C(=O)OCC1=CC=CC=C1)O